[7-[[6-(difluoromethoxy)-3-pyridinyl]methyl]-2-azaspiro[3.5]nonan-2-yl]-[6-[6-(trifluoromethyl)-3-pyridinyl]-2-azaspiro[3.3]heptan-2-yl]methanone FC(OC1=CC=C(C=N1)CC1CCC2(CN(C2)C(=O)N2CC3(C2)CC(C3)C=3C=NC(=CC3)C(F)(F)F)CC1)F